3-[(5-Bromopyridin-3-yl)ethynyl]-4-chloro-N-[(1S,2S)-2-hydroxycyclohexyl]benzamide BrC=1C=C(C=NC1)C#CC=1C=C(C(=O)N[C@@H]2[C@H](CCCC2)O)C=CC1Cl